2,2-Difluoro-5-phenylsulfanyl-1,3-benzodioxolane FC1(OC2=C(O1)C=CC(=C2)SC2=CC=CC=C2)F